3-(2-bromoethyl)tetrahydrofuran BrCCC1COCC1